BrC=1C=C2C(=C3C=CC=CC13)C(=O)OC2=O 4-bromo-1,2-naphthalenedicarboxylic anhydride